9-(6-(3,5-dimethylpiperidin-1-yl)pyridin-3-yl)-6,7-dimethoxynaphtho[2,3-c]furan-1(3H)-one CC1CN(CC(C1)C)C1=CC=C(C=N1)C1=C2C=C(C(=CC2=CC2=C1C(OC2)=O)OC)OC